N-((1-(cyanomethyl)-4-(4-(trifluoromethyl)phenyl)-1,2,3,4-tetrahydroquinoxalin-2-yl)methyl)acetamide C(#N)CN1C(CN(C2=CC=CC=C12)C1=CC=C(C=C1)C(F)(F)F)CNC(C)=O